C(C)(C)(C)OC(=O)N1CC=2N(CC1)C(=NC2C(NC2CCOCC2)=O)Br 3-bromo-1-((tetrahydro-2H-pyran-4-yl)carbamoyl)-5,6-dihydroimidAzolo[1,5-a]Pyrazine-7(8H)-carboxylic acid tert-butyl ester